Cl.NC12CN(CC2C1)C1=C(C=C(C=C1)C1=NNC(OC1)=O)C(F)(F)F 5-{4-[1-Amino-3-azabicyclo[3.1.0]hexane-3-yl]-3-(trifluoromethyl)-phenyl}-3,6-dihydro-2H-1,3,4-oxadiazin-2-one-hydrochloride